2,5-Dimethyl-4-hydroxy-2H-furan-3-on CC1OC(=C(C1=O)O)C